(3R)-3-(4-chlorophenyl)-2-[(5-chloropyrimidin-2-yl)methyl]-4-fluoro-6-[(1S)-1-hydroxy-1-(1-methylpiperidin-4-yl)propyl]-3-[(3S)-oxolan-3-yloxy]-2,3-dihydro-1H-isoindol-1-one ClC1=CC=C(C=C1)[C@@]1(N(C(C2=CC(=CC(=C12)F)[C@](CC)(C1CCN(CC1)C)O)=O)CC1=NC=C(C=N1)Cl)O[C@@H]1COCC1